CC=1C=NN(C1)C1=NC(=NC(=C1)OC1=CC=CC=C1)NS(=O)(=O)C1=CC=CC=C1 N-[4-(4-methylpyrazol-1-yl)-6-phenoxy-pyrimidin-2-yl]benzenesulfonamide